3-iodo-6-(methylsulfanyl)-1H-pyrazolo[3,4-d]pyrimidine-4-carbonitrile IC1=NNC2=NC(=NC(=C21)C#N)SC